CC1=NNC(=C1CCOC1=C(C2=CC=CC=C2C=C1)C1=CC(=NC=C1)N1CCNCC1)C 1-(4-(2-(2-(3,5-dimethyl-1H-pyrazol-4-yl)ethoxy)naphthalen-1-yl)pyridin-2-yl)piperazine